CN1N=CN=C1 1-methyl-1H-1,2,4-triazole